CCOC(=O)COC1=C(C=C(C=C1)C1=CC(=C(C=C1)OCC(=O)OCC)CC)CC 4,4'-bis(2-ethoxycarbonylmethoxy)-3,3'-diethyl-biphenyl